(R,E)-4-Bromo-1-(2-(hydroxymethyl)morpholino)but-2-en-1-one BrC/C=C/C(=O)N1C[C@@H](OCC1)CO